pyrrolidine-1,3-dicarboxylic acid 1-(tert-butyl) 3-methyl ester COC(=O)C1CN(CC1)C(=O)OC(C)(C)C